COCCOC(C1=CC=C(C=C1)[C@H]1NCC[C@@H](C1)OCCOC)=O 4-[(2S,4S)-4-(2-methoxyethoxy)piperidin-2-yl]benzoic acid 2-methoxyethyl ester